OCC[N+](C)(C)C 2-hydroxyethyl-(trimethylammonium)